ClP1O[C@@H]([C@H]2N1CCC2)C[Si](C2=CC=CC=C2)(C2=CC=CC=C2)C (3S,3aS)-1-Chloro-3-{[methyl(diphenyl)silyl]methyl}tetrahydro-1H,3H-pyrrolo[1,2-c][1,3,2]oxazaphosphole